[Br-].COC=1C=C(C[P+](C2=CC=CC=C2)(C2=CC=CC=C2)C2=CC=CC=C2)C=CC1OC (3,4-dimethoxybenzyl)triphenylphosphonium bromide